C1(CCCCC1)CS(=O)(=O)NC1=NOC2=C1C(=CC(=C2)CN2N=C1C(=C2)CN(C1)C(=O)OC(C)(C)C)OC tert-butyl 2-((3-((cyclohexylmethyl)sulfonamido)-4-methoxybenzo[d]isoxazol-6-yl)methyl)-2,6-dihydropyrrolo[3,4-c]pyrazole-5(4H)-carboxylate